1-(4-(1-Methyl-4-(trifluoromethyl)-1H-imidazol-2-yl)benzyl)-6-(quinolin-3-yl)-1,3-dihydro-2H-imidazo[4,5-c]pyridin-2-one CN1C(=NC(=C1)C(F)(F)F)C1=CC=C(CN2C(NC=3C=NC(=CC32)C=3C=NC2=CC=CC=C2C3)=O)C=C1